COC1=C(C(=O)N)C=C(C=N1)NC(C(=O)N1C(CCC(C1)C)C=1C=C2C(NCC2=CC1)=O)=O 2-methoxy-5-(2-(5-methyl-2-(3-oxoisoindolin-5-yl)piperidin-1-yl)-2-oxoacetamido)nicotinamide